SCCSCCS Bis-(2-mercaptoethyl) sulfid